C(C=C)(=O)OCC[Si](OC)(OC)C 2-acryloxyethylmethyldimethoxysilane